N-{(2S,3R,4S)-4-fluoro-1-(2-hydroxy-2-methylpropanoyl)-2-[(2,3',5'-trifluoro[1,1'-biphenyl]-3-yl)methyl]pyrrolidin-3-yl}methanesulfonamide F[C@@H]1[C@@H]([C@@H](N(C1)C(C(C)(C)O)=O)CC=1C(=C(C=CC1)C1=CC(=CC(=C1)F)F)F)NS(=O)(=O)C